trans-5-chloro-N-((4-(2-(4-chloro-3-fluorophenoxy)acetamido)cyclohexyl)methyl)benzofuran-2-carboxamide ClC=1C=CC2=C(C=C(O2)C(=O)NC[C@@H]2CC[C@H](CC2)NC(COC2=CC(=C(C=C2)Cl)F)=O)C1